aluminum di-citrate C(CC(O)(C(=O)[O-])CC(=O)[O-])(=O)[O-].C(CC(O)(C(=O)[O-])CC(=O)[O-])(=O)[O-].[Al+3].[Al+3]